(2-(2H-1,2,3-triazol-2-yl)phenyl)(4-hydroxyazetidin-1-yl)methanone N=1N(N=CC1)C1=C(C=CC=C1)C(=O)N1CCC1O